NC=1C=2N(C=CN1)C(=NC2I)C21CCC(CC2)(C1)NC(OCC1=CC=CC=C1)=O benzyl (4-(8-amino-1-iodoimidazo[1,5-a]pyrazin-3-yl)bicyclo[2.2.1]heptan-1-yl)carbamate